OC[C@@]1(O)[C@H](O)[C@@H](O)[C@H](O)CO1 α-D-sorbose